(S)-2-(Benzofuran-3-carboxamido)-N1-(1-(2-(2-adamantylamino)-2-oxoethyl)-2-oxo-1,2-dihydropyridin-3-yl)-N6-methyl-5-oxohexandiamid O1C=C(C2=C1C=CC=C2)C(=O)N[C@H](C(=O)NC=2C(N(C=CC2)CC(=O)NC2C1CC3CC(CC2C3)C1)=O)CCC(C(=O)NC)=O